(R)-7-(2-fluoro-6-hydroxyphenyl)-3-(1-propionylpyrrolidin-3-yl)-2,6-naphthyridin-1(4H)-one FC1=C(C(=CC=C1)O)C1=NC=C2CC(=NC(C2=C1)=O)[C@H]1CN(CC1)C(CC)=O